NC=1N=NC(=CC1C=1C=NN(C1)C1CCN(CC1)C1CCC(CC1)C1=CC=CC2=C1OCCN2[C@H]2C(NC(CC2)=O)=O)C2=C(C=CC=C2)O (R)-3-(8-((1s,4S)-4-(4-(4-(3-amino-6-(2-hydroxyphenyl)pyridazin-4-yl)-1H-pyrazol-1-yl)piperidin-1-yl)cyclohexyl)-2,3-dihydro-4H-benzo[b][1,4]oxazin-4-yl)piperidine-2,6-dione